octyl-methyl-taurine sodium taurate NCCS(=O)(=O)[O-].[Na+].C(CCCCCCC)N(CCS(=O)(=O)O)C